N-methyl-4-hexyl-N-octadecylanilinium tetrakis(perfluorophenyl)borate FC1=C(C(=C(C(=C1F)F)F)F)[B-](C1=C(C(=C(C(=C1F)F)F)F)F)(C1=C(C(=C(C(=C1F)F)F)F)F)C1=C(C(=C(C(=C1F)F)F)F)F.C[NH+](C1=CC=C(C=C1)CCCCCC)CCCCCCCCCCCCCCCCCC